dimethylsilylene(cyclopentenyl)zirconium C[Si](=[Zr]C1=CCCC1)C